3-(4-(4-(4-amino-3-(4-amino-3-(4-phenoxyphenyl)-1H-pyrazolo[3,4-d]pyrimidin-1-yl)cyclohexyl)piperazin-1-yl)azetidin-1-yl)picolinic acid NC1C(CC(CC1)N1CCN(CC1)C1CCN1C=1C(=NC=CC1)C(=O)O)N1N=C(C=2C1=NC=NC2N)C2=CC=C(C=C2)OC2=CC=CC=C2